C1(CCC1)N1CCC(CC1)C=1N=CC(=NC1)C1=NNC(=C1C(C)C)C=1C=C(C=2N(C1)N=CN2)OC 6-(3-(5-(1-cyclobutylpiperidin-4-yl)pyrazin-2-yl)-4-isopropyl-1H-pyrazol-5-yl)-8-methoxy-[1,2,4]triazolo[1,5-a]pyridine